O=C1C(=CN=C(N1CC(=O)OC)C1=CC=CC=C1)NC(=O)C=1OC(=NN1)C1=CC=CC=C1 methyl 2-(6-oxo-2-phenyl-5-(5-phenyl-1,3,4-oxadiazole-2-carboxamido)pyrimidin-1(6H)-yl)acetate